C(C)(C)(C)OCCCCCCN(C(C)(C)C)[SiH](C)C1C(=CC2=C(C=CC=C12)C1=CC(=CC(=C1)C(C)(C)C)C(C)(C)C)C(C)C (6-(tert-butoxy)hexyl)-N-(tert-butyl)-1-(4-(3,5-di-tert-butylphenyl)-2-isopropyl-1H-inden-1-yl)-1-methylsilanylamine